NC1=CC(=NC(=C1Br)F)CO (4-amino-5-bromo-6-fluoro-2-pyridyl)methanol